C(CCCCCCCCCCC)C1=C(OC2=C(C(=CC=C2)S(=O)(=O)O)S(=O)(=O)O)C=CC=C1 (Dodecylphenoxy)benzene-disulfonic acid